C(CC)C1(CC=CCC1)N propylcyclohex-3-en-1-amine